FC=1C=C(C=NC1)C1=NNC2=CC(=CC=C12)C1=C(N=C(S1)NC(CN1CCN(CC1)C)=O)C N-(5-(3-(5-fluoropyridin-3-yl)-1H-indazol-6-yl)-4-methylthiazole-2-yl)-2-(4-methylpiperazin-1-yl)acetamide